1-(Bis(4-fluorophenyl)methyl)-4-(6-cyano-1-methyl-2-oxo-1,2-dihydro-1,5-naphthyridin-4-yl)piperazine-2-carboxamide tert-Butyl-(4R)-4-(fluoromethyl)-2-oxo-oxathiazolidine-3-carboxylate C(C)(C)(C)OC(=O)N1S(OC[C@@H]1CF)=O.FC1=CC=C(C=C1)C(N1C(CN(CC1)C1=CC(N(C2=CC=C(N=C12)C#N)C)=O)C(=O)N)C1=CC=C(C=C1)F